5-(3,5-dichlorophenyl)-5-(trifluoromethyl)-4H-isoxazol ClC=1C=C(C=C(C1)Cl)C1(CC=NO1)C(F)(F)F